octyl 2-[4-[4,6-bis(4-phenylphenyl)-1,3,5-triazin-2-yl]-3-hydroxy-phenoxy]propanoate C1(=CC=CC=C1)C1=CC=C(C=C1)C1=NC(=NC(=N1)C1=CC=C(C=C1)C1=CC=CC=C1)C1=C(C=C(OC(C(=O)OCCCCCCCC)C)C=C1)O